Cl.CONC N-methoxymethanamine hydrochloride salt